Pyrimidine-3-carboxylic acid methyl ester COC(=O)N1CN=CC=C1